ethyl 3-(6-fluoroisoquinolin-8-yl)-3-hydroxypropionate FC=1C=C2C=CN=CC2=C(C1)C(CC(=O)OCC)O